N-(1-(5-(3-cyano-6-(2-hydroxy-2-methylpropoxy)pyrazolo[1,5-a]pyridin-4-yl)pyridin-2-yl)-4-methylpiperidin-4-yl)-3-methylpyrazine-2-carboxamide C(#N)C=1C=NN2C1C(=CC(=C2)OCC(C)(C)O)C=2C=CC(=NC2)N2CCC(CC2)(C)NC(=O)C2=NC=CN=C2C